4-benzyloxy-2-(4-tert-butyl-2-methyl-phenyl)-5-chloro-1,6-naphthyridine C(C1=CC=CC=C1)OC1=CC(=NC2=CC=NC(=C12)Cl)C1=C(C=C(C=C1)C(C)(C)C)C